3-(5-(iodo)Pyridin-2-yl)-6-(pyridin-2-yl)-1,2,4,5-tetrazine IC=1C=CC(=NC1)C=1N=NC(=NN1)C1=NC=CC=C1